[C@H]12N(C[C@H](NC1)C2)C2=CC(=NC(=N2)C)NC=2SC(=CN2)C(=O)NC2=C(C=CC=C2C)Cl 2-((6-((1R,4R)-2,5-diazabicyclo[2.2.1]heptan-2-yl)-2-methylpyrimidin-4-yl)amino)-N-(2-chloro-6-methylphenyl)thiazole-5-carboxamide